C1(=CC=CC=C1)S(=O)(=O)C1=CC=C(C=C1)C(C(CC)=NO)=O 1-(4-phenylsulfonylphenyl)butane-1,2-dione-2-oxime